C(C)(C)(C)OC(=O)N1CC2(C1)CN(C2)C(C2=C(C(=CC=C2)C)C)=O 6-(2,3-dimethylbenzoyl)-2,6-diazaspiro[3.3]Heptane-2-carboxylic acid tert-butyl ester